sulfhydryl-Silane S[SiH3]